methyl 3-(6-bromo-2-pyridyl)imidazo[1,2-a]pyridine-7-carboxylate BrC1=CC=CC(=N1)C1=CN=C2N1C=CC(=C2)C(=O)OC